CC=1C=CC(=NC1[Sn](C)(C)C)NC(=O)C1=NC=CC(=C1)C(F)(F)F N-(5-methyl-6-(trimethylstannyl)pyridin-2-yl)-4-(trifluoromethyl)pyridineamide